2,3-dimethylpentanoic acid CC(C(=O)O)C(CC)C